1,1-dimethylpropynyl carbamate (1,1-dimethylpropynyl carbamate) CC(C#C)(C)NC(O)=O.C(N)(OC(C#C)(C)C)=O